tert-butyl (E)-(4-((2-bromo-6-nitrophenyl)amino)but-2-en-1-yl)carbamate BrC1=C(C(=CC=C1)[N+](=O)[O-])NC/C=C/CNC(OC(C)(C)C)=O